(4-chloropyrimidin-2-yl)-6,7-dihydro-4H-pyrazolo[5,1-c][1,4]oxazin-3-amine ClC1=NC(=NC=C1)C1=NN2C(COCC2)=C1N